1,3-bis-(3-aminophenoxy)benzene NC=1C=C(OC2=CC(=CC=C2)OC2=CC(=CC=C2)N)C=CC1